N,N-diethyldithiocarbamate tri-hydrochloride Cl.Cl.Cl.C(C)N(C(S)=S)CC